N1CC(C1)OC=1C=CC(=C(C(=O)N[C@H](CC)C2=CC=CC3=CC=CC=C23)C1)C (R)-5-(azetidin-3-yloxy)-2-methyl-N-(1-(naphthalen-1-yl)propyl)benzamide